4-(3-(2-cyclopropyl-4-iodo-1H-imidazol-1-yl)bicyclo[1.1.1]pentan-1-yl)-1,4-oxaazepan C1(CC1)C=1N(C=C(N1)I)C12CC(C1)(C2)N2CCOCCC2